2-chloro-5-methoxy-N-methyl-N-((4-(pyridin-2-yl)cyclohexyl)methyl)pyrimidin-4-amine ClC1=NC=C(C(=N1)N(CC1CCC(CC1)C1=NC=CC=C1)C)OC